5-bromo-3-fluoro-2-(trifluoromethyl)pyridin-4-amine BrC=1C(=C(C(=NC1)C(F)(F)F)F)N